tert-butyl 3,5'-bis(hydroxymethyl)-6-((4-methoxybenzyl)oxy)-3',6'-dihydro-[2,4'-bipyridyl]-1'(2'H)-carboxylate OCC=1C(=NC(=CC1)OCC1=CC=C(C=C1)OC)C=1CCN(CC1CO)C(=O)OC(C)(C)C